1-(4-(6-chloro-7-(2,4-dichloro-phenyl)quinazolin-4-yl)piperazin-1-yl)prop-2-en-1-one ClC=1C=C2C(=NC=NC2=CC1C1=C(C=C(C=C1)Cl)Cl)N1CCN(CC1)C(C=C)=O